(R)-8-(8-(thiazol-2-ylthio)imidazo[1,2-c]pyrimidin-5-yl)-8-azaspiro[4.5]decan-1-amine S1C(=NC=C1)SC=1C=2N(C(=NC1)N1CCC3(CCC[C@H]3N)CC1)C=CN2